4-(1-piperidyl)-1H-pyrrolo[2,3-b]pyridine-3-carbonitrile N1(CCCCC1)C1=C2C(=NC=C1)NC=C2C#N